(R*)-(3-amino-6-ethyl-4,5,6,7-tetrahydro-pyrazolo[3,4-c]pyridin-2-yl)(6-fluoro-1,2,3,4-tetrahydro-quinolin-4-yl)methanone NC=1N(N=C2CN(CCC21)CC)C(=O)[C@@H]2CCNC1=CC=C(C=C21)F |o1:14|